N-[3-(5-chloro-1,3-benzoxazol-2-yl)-3-azaspiro[5.5]undecan-9-yl]-5-sulfamoyl-furan-2-carboxamide ClC=1C=CC2=C(N=C(O2)N2CCC3(CC2)CCC(CC3)NC(=O)C=3OC(=CC3)S(N)(=O)=O)C1